C(#N)C[C@@H](CC(=O)NC=1SC(=C(N1)C)C(=O)OC(C)C)NC1=NC=CC2=CC=C(C=C12)C=1C=NN(C1)C Propan-2-yl 2-[(3S)-4-cyano-3-{[7-(1-methyl-1H-pyrazol-4-yl)isoquinolin-1-yl]amino}butanamido]-4-methyl-1,3-thiazole-5-carboxylate